CNC=1C=2C=NC=3NC(COCCOCCOC4=NC=CC(C#CC(=CN1)C2C3)=C4)=O 23-(methylamino)-9,12,15-trioxa-7,18,20,24-tetrazatetracyclo[17.6.2.14,8.022,26]octacosa-1(25),4(28),5,7,19(27),20,22(26),23-octaen-2-yn-17-one